CC1(COC1)N1CC2NC(C1)C2 3-(3-methyloxetan-3-yl)-3,6-diazabicyclo[3.1.1]heptane